C1=CC=CC=2C3=CC=CC=C3C(C12)COC(=O)N[C@H](C)C(=O)N[C@@H](C)C(=O)NCC(=O)O (((9H-fluoren-9-yl)methoxy)carbonyl)-D-alanyl-L-alanylglycine